(R)-3-methylpiperidine-1-carboxylic acid tert-butyl ester C(C)(C)(C)OC(=O)N1C[C@@H](CCC1)C